4-(4-(((2-acetyl-6-methoxybenzofuran-4-yl)oxy)methyl)thiazol-2-yl)piperazine-1-carboxylic acid tert-butyl ester C(C)(C)(C)OC(=O)N1CCN(CC1)C=1SC=C(N1)COC1=CC(=CC2=C1C=C(O2)C(C)=O)OC